2-(azetidine-1-carboxamido)acetic acid N1(CCC1)C(=O)NCC(=O)O